(1R,5S)-3-Azaspiro[bicyclo[3.2.1]octane-8,1'-cyclopropane] C12(CC1)[C@@H]1CNC[C@H]2CC1